C1(CCCC(=O)OC(CO1)C)=O 3-propylene glutarate